((2-methoxy-5-methylpyridin-3-yl)sulfonyl)-N-(2-methoxyethyl)-N-methyl-1-oxa-8-azaspiro[4.5]decan-3-amine COC1=NC=C(C=C1S(=O)(=O)C1OC2(CC1N(C)CCOC)CCNCC2)C